5-amino-3,6-dimethylisoindolin-1-one NC=1C=C2C(NC(C2=CC1C)=O)C